COC[C@@H]1C[C@H](C1)NC1=NN2C(C=N1)=C(C=C2)C=2C=C1C(=NC=NC1=CC2)OC N-(trans-3-(methoxymethyl)cyclobutyl)-5-(4-methoxyquinazolin-6-yl)pyrrolo[2,1-f][1,2,4]triazin-2-amine